C(C)(=O)OC[C@@H](OC)OCCO (S)-2-(2-hydroxyethoxy)-2-methoxyethyl acetate